3-(1-amino-6-((4-(3-aminopentan-3-yl)pyridin-2-yl)amino)-2,7-naphthyridin-3-yl)oxazolidin NC1=NC(=CC2=CC(=NC=C12)NC1=NC=CC(=C1)C(CC)(CC)N)N1COCC1